(cis)-3-chloro-5-methyl-5,6,8a,9-tetrahydro-8H-7,10-dioxa-2,4,4b-triazaphenanthrene ClC=1N=CC=2OC[C@H]3COC[C@@H](N3C2N1)C